CCOP(=S)(OCC)OC1=CC=C(C=C1)[N+](=O)[O-] The molecule is an organic thiophosphate, a C-nitro compound and an organothiophosphate insecticide. It has a role as an EC 3.1.1.7 (acetylcholinesterase) inhibitor, an EC 3.1.1.8 (cholinesterase) inhibitor, an acaricide, an agrochemical, an avicide and a mouse metabolite. It derives from a 4-nitrophenol.